(S)-4-(cyclopropylmethoxy)-N2-[1-(4-fluorophenyl)ethyl]-N6-(pyrazin-2-yl)pyridine-2,6-diamine C1(CC1)COC1=CC(=NC(=C1)NC1=NC=CN=C1)N[C@@H](C)C1=CC=C(C=C1)F